tert-butyl-6-(6-chloro-5-cyano-4-(trifluoromethyl)pyridin-2-yl)-2,6-diazaspiro[3.3]heptane C(C)(C)(C)C1NCC12CN(C2)C2=NC(=C(C(=C2)C(F)(F)F)C#N)Cl